2-((2,5-dimethylbenzo[d]thiazol-6-yl)amino)-7-methyl-9-(2-oxaspiro[3.5]nonan-7-yl)-7,9-dihydro-8H-purin-8-one CC=1SC2=C(N1)C=C(C(=C2)NC2=NC=C1N(C(N(C1=N2)C2CCC1(COC1)CC2)=O)C)C